N1=NC=C2N1C(=CC=C2)C(=O)O Triazolo[1,5-a]Pyridine-7-carboxylic acid